C(C=C)(=O)N1[C@@H](CCCC1)C=1N(C(=C(N1)C1=CC=C(C=C1)C(NC1=NC=C(C=C1)C)=O)C(=O)N)N (S)-2-(1-Acryloylpiperidin-2-yl)-1-amino-4-(4-((5-methylpyridin-2-yl)carbamoyl)phenyl)-1H-imidazol-5-carboxamid